4,6-dichloro-2-ethylnicotinic acid ethyl ester C(C)OC(C1=C(N=C(C=C1Cl)Cl)CC)=O